C(C)OC(C(C)C1CCNCC1)=O 2-(piperidin-4-yl)propionic acid ethyl ester